2-(6-bromo-3-(6-fluorochromane-3-carbonyl)-1H-pyrrolo[2,3-b]pyridin-1-yl)ethyl methanesulfonate CS(=O)(=O)OCCN1C=C(C=2C1=NC(=CC2)Br)C(=O)C2COC1=CC=C(C=C1C2)F